FC=1C=C(C=CC1C=1N=C2SC3=C(N2C1)C=CC(=C3)C(NCCCN3CCCCC3)=O)[C@H]3N(CCC3)C(=O)OC(C)(C)C tert-butyl (S)-2-(3-fluoro-4-(7-((3-(piperidin-1-yl)propyl)carbamoyl)benzo[d]imidazo[2,1-b]thiazol-2-yl)phenyl)pyrrolidine-1-carboxylate